curcumin sulphate tetrabutylammonium salt C(CCC)[N+](CCCC)(CCCC)CCCC.S(=O)(=O)([O-])[O-].COC1=CC(=CC=C1O)\C=C\C(=O)CC(=O)\C=C\C1=CC=C(O)C(OC)=C1.C(CCC)[N+](CCCC)(CCCC)CCCC